[Cr](=O)(=O)([O-])Cl chlorochromate